CC=1C=CC2=C(N=CN2)C1 6-(methyl)benzimidazole